C[C@]12CC(C[C@](CC1)(N2)C)SC2=CN=C(N=N2)C2=C(C=C(C(=C2)F)N2C=NC=C2)O 2-(6-(((1R,3s,5S)-1,5-dimethyl-8-azabicyclo[3.2.1]octan-3-yl)thio)-1,2,4-triazin-3-yl)-4-fluoro-5-(1H-imidazol-1-yl)phenol